BrCCOC=1C=NN(C1)[C@H](C(=O)N1[C@@H](C[C@H](C1)O[Si](C)(C)C(C)(C)C)C(=O)N[C@@H](C)C1=CC=C(C=C1)C1=C(N=CS1)C)C(C)C (2S,4R)-1-((S)-2-(4-(2-bromoethoxy)-1H-pyrazol-1-yl)-3-methylbutanoyl)-4-((tert-butyldimethylsilyl)oxy)-N-((S)-1-(4-(4-methylthiazol-5-yl)phenyl)ethyl)pyrrolidine-2-carboxamide